tert-butyl (S)-3-(4-bromo-1H-indol-1-yl)pyrrolidine-1-carboxylate BrC1=C2C=CN(C2=CC=C1)[C@@H]1CN(CC1)C(=O)OC(C)(C)C